(+/-)-2-((trans)-2-(1-benzyl-5-(methylcarbamoyl)-6-oxo-1,6-dihydropyridine-3-carboxamido)cyclopropyl)acetic acid C(C1=CC=CC=C1)N1C=C(C=C(C1=O)C(NC)=O)C(=O)N[C@H]1[C@@H](C1)CC(=O)O |r|